tert-butyl (3-cyclopropyl-5-(3-hydroxyazetidin-1-yl)pyrazolo[1,5-a]pyrimidin-7-yl)(4-(pyridin-2-yl)benzyl)carbamate C1(CC1)C=1C=NN2C1N=C(C=C2N(C(OC(C)(C)C)=O)CC2=CC=C(C=C2)C2=NC=CC=C2)N2CC(C2)O